(R)-N2-(3,3-Difluoro-1-(oxetan-3-yl)piperidin-4-yl)-5-(3-(2,2-difluoroethyl)-3H-[1,2,3]triazolo[4,5-b]pyridin-5-yl)-N4-methylpyrrolo[2,1-f][1,2,4]triazine-2,4-diamine FC1(CN(CC[C@H]1NC1=NN2C(C(=N1)NC)=C(C=C2)C2=CC=C1C(=N2)N(N=N1)CC(F)F)C1COC1)F